4-(3,3-dimethoxypropyl)benzyl alcohol COC(CCC1=CC=C(CO)C=C1)OC